P(=O)([O-])([O-])O.[Na+].[Na+].N1CCCCCC1 azepane disodium phosphate